C(C1=CC=CC=C1)N1N=NC(=C1)C1=CC=C(C=C1)C 1-benzyl-4-(4-tolyl)-1H-1,2,3-triazole